FC=1C=C(C=O)C=CC1N1C=NC(=C1)C 3-fluoro-4-(4-methyl-1H-imidazol-1-yl)benzaldehyde